(1-isopropyl-3-(6-(4-isopropyl-4H-1,2,4-triazol-3-yl)pyridin-2-yl)-7-methyl-4-oxo-1,4-dihydroquinolin-6-yl)ethylsulfonamide C(C)(C)N1C=C(C(C2=CC(=C(C=C12)C)CCS(=O)(=O)N)=O)C1=NC(=CC=C1)C1=NN=CN1C(C)C